6,7-dichloro-3-(1-tetrahydropyran-2-ylpyrazol-4-yl)-1H-indole-2-carboxamide ClC1=CC=C2C(=C(NC2=C1Cl)C(=O)N)C=1C=NN(C1)C1OCCCC1